dioxabicyclo[3.2.1]octan-4-yl 4-methylbenzenesulfonate CC1=CC=C(C=C1)S(=O)(=O)OC1OOC2CCC1C2